trans-3-(4-(6-(4-methylpiperazin-1-yl)pyridin-2-yl)-1H-pyrazol-1-yl)cyclobutane-1-carboxamide CN1CCN(CC1)C1=CC=CC(=N1)C=1C=NN(C1)[C@@H]1C[C@H](C1)C(=O)N